C(C)(C)(C)OC(=O)N1CCC(CC1)C1=CC(=C(C=C1)C)OC(F)(F)Br 4-(3-(bromodifluoromethoxy)-4-methylphenyl)piperidine-1-Carboxylic acid tert-butyl ester